Lysine-15N2 [15NH2][C@@H](CCCC[15NH2])C(=O)O